ClC=1C(=C2C=NNC2=CC1C)C=1C(=NN(C1C)C1CC2(CN(C2)C(C=C)=O)C1)N1[C@@](CN(CC1)CCOC)(C)C(F)F (R)-1-(6-(4-(5-chloro-6-methyl-1H-indazol-4-yl)-3-(2-(difluoromethyl)-4-(2-methoxyethyl)-2-methylpiperazin-1-yl)-5-methyl-1H-pyrazol-1-yl)-2-azaspiro[3.3]heptan-2-yl)prop-2-en-1-one